rac-(2R,3S)-1-benzyl-2-(2,3-dihydro-1,4-benzodioxin-6-yl)-5-oxopyrrolidin C(C1=CC=CC=C1)N1[C@H](CCC1=O)C1=CC2=C(OCCO2)C=C1 |r|